6-chloro-5-(2-fluoro-5-methoxy-phenyl)-1-methyl-7-(trifluoromethyl)-3H-1,4-benzodiazepin-2-one ClC1=C(C=CC2=C1C(=NCC(N2C)=O)C2=C(C=CC(=C2)OC)F)C(F)(F)F